ClC1=CC=C(C=C1)C=1OC2=C(N1)C(=CC(=C2)C2=C(C=CC=C2)C2=CC=CC1=CC=CC=C21)C2=C(C=CC=C2)C2=CC=CC1=CC=CC=C21 2-(4-chlorophenyl)-4,6-bis(naphthalen-1-yl-phenyl)-benzoxazole